C(C=C)(=O)NC=1C=CC=C2C=CC(=CC12)C1=CC=CC(=N1)C(=O)NCCNC(=O)N 6-[8-(prop-2-enoylamino)-2-naphthyl]-N-(2-ureidoethyl)pyridine-2-carboxamide